5,7-dichloro-2-methylsulfanyl-thiazolo[4,5-d]pyrimidine ClC=1N=C(C2=C(N1)N=C(S2)SC)Cl